(1R,3S,5R)-2-(2-(4-amino-7H-pyrrolo[2,3-d]pyrimidin-7-yl)acetyl)-N-(3-chloro-2-fluorobenzyl)-2-azabicyclo[3.1.0]hexane-3-carboxamide NC=1C2=C(N=CN1)N(C=C2)CC(=O)N2[C@@H]1C[C@@H]1C[C@H]2C(=O)NCC2=C(C(=CC=C2)Cl)F